OC1=C(C(=O)O)C=C(C=C1)OCC=1C=NC(=NC1)C1=CC(=CC=C1)NS(=O)(=O)CCC1=CC=CC=C1 2-Hydroxy-5-((2-(3-((2-phenylethyl)sulfonamido)phenyl)pyrimidin-5-yl)methoxy)benzoic acid